C1(CC1)CC1(CC=2C(=CN=C(C2C=N1)NC)C1=CC=CC=C1)N 6-(cyclopropylmethyl)-N1-methyl-4-phenyl-2,7-naphthyridine-1,6-diamine